dimethyl(1,5,6,7-tetrahydro-s-indacen-1-yl)(2,3,4,5-tetramethylcyclopenta-2,4-dien-1-yl)silane C[Si](C1C(=C(C(=C1C)C)C)C)(C1C=CC2=CC=3CCCC3C=C12)C